5-((7-Amino-2,3-dimethylpyrido[3,4-b]pyrazin-8-yl)ethynyl)-N-(5-(tert-butyl)isoxazol-3-yl)nicotinamide NC1=C(C=2C(=NC(=C(N2)C)C)C=N1)C#CC=1C=NC=C(C(=O)NC2=NOC(=C2)C(C)(C)C)C1